Palmitic acid 1,3-dihydroxypropan-2-yl ester OCC(CO)OC(CCCCCCCCCCCCCCC)=O